alpha-amino-alpha-methylsuccinic acid NC(C(=O)O)(CC(=O)O)C